FC(C)(F)C1=NOC(=N1)/C=C/C(=O)O (E)-3-[3-(1,1-difluoroethyl)-1,2,4-oxadiazol-5-yl]prop-2-enoic acid